N1=CN=C2C1=C1C(N=C2)=NC=C1 imidazo[4,5-d]pyrrolo[2,3-b]pyridine